5-(oxetan-3-yl)isoxazol O1CC(C1)C1=CC=NO1